FC(C=1N=C2N(CCN(C2)C(C=C)=O)C1)(F)F (2-(trifluoromethyl)-5,6-dihydroimidazo[1,2-a]pyrazin-7(8H)-yl)prop-2-en-1-one